4-(4-hydroxy-2-oxo-1,2,3,4-tetrahydroquinolin-3-yl)azepane-1-carboxylic acid tert-butyl ester C(C)(C)(C)OC(=O)N1CCC(CCC1)C1C(NC2=CC=CC=C2C1O)=O